C(C)(C)(C)OC(=O)N1CCC2(CNC2C2=CC=CC=3N(C(N(C32)C)=O)C3C(NC(CC3)=O)=O)CC1 [1-(2,6-dioxo-3-piperidinyl)-3-methyl-2-oxo-benzoimidazol-4-yl]-2,7-diazaspiro[3.5]nonane-7-carboxylic acid tert-butyl ester